COC1=C2CCC3(C2=CC(=C1)C(C)(C)C)CCC1=C(C=C(C=C13)C(C)(C)C)OC 4,4'-dimethoxy-6,6'-di-tert-butyl-1,1'-spirobiindane